3-HEXENYL 3-METHYLBUTANOATE CC(CC(=O)OCCC=CCC)C